BrC1=CC(=C(C=C1C)N(C(C#CC)=O)C=1C2=C(N(N1)C)CCC2)C2CC2 N-(4-bromo-2-cyclopropyl-5-methylphenyl)-N-{1-methyl-4H,5H,6H-cyclopenta[c]pyrazol-3-yl}but-2-ynamide